[N+](=O)([O-])C1=CC=C(C=C1)C1=CC=C(O1)C=NNC(C1=CN=CC=C1)=O N'-((5-(4-nitrophenyl)furan-2-yl)methylene)nicotinohydrazide